[Pd](Cl)Cl.CN(C1=CC=C(C=C1)P)C (4-dimethylaminophenylphosphine) palladium (II) chloride